ClC1=CC=C(C(=N1)C)NC1(COC1)C 6-chloro-2-methyl-N-(3-methyloxetan-3-yl)pyridin-3-amine